(S)-3-(5-(4-((1-(4-((1S,2S)-6-Hydroxy-2-isobutyl-1,2,3,4-tetrahydronaphthalen-1-yl)phenyl)piperidin-4-yl)methyl)piperazin-1-yl)-1-oxoisoindolin-2-yl)piperidine-2,6-dione OC=1C=C2CC[C@H]([C@H](C2=CC1)C1=CC=C(C=C1)N1CCC(CC1)CN1CCN(CC1)C=1C=C2CN(C(C2=CC1)=O)[C@@H]1C(NC(CC1)=O)=O)CC(C)C